COC1=C(C=O)C=C(C(=N1)N[C@H]1CCCC2=C(C=CC=C12)B1OC(C(O1)(C)C)(C)C)C(F)(F)F (S)-2-methoxy-6-((5-(4,4,5,5-tetramethyl-1,3,2-dioxaborolan-2-yl)-1,2,3,4-tetrahydronaphthalen-1-yl)amino)-5-(trifluoromethyl)nicotinaldehyde